FC1(CN(CCC1)S(=O)(=O)NC(OC)=O)F methyl ((3,3-difluoropiperidin-1-yl)sulfonyl)carbamate